BrC=1C(=C(C=CC1)C=1OC(=NN1)C1CC1)OC 2-(3-bromo-2-methoxyphenyl)-5-cyclopropyl-1,3,4-oxadiazole